N-(6-fluoro-3-nitropyridin-2-yl)ethanesulfonamide FC1=CC=C(C(=N1)NS(=O)(=O)CC)[N+](=O)[O-]